1-(4-(7-(1H-benzo[d]imidazol-4-yl)-6-chloro-quinazolin-4-yl)piperazin-1-yl)prop-2-en-1-one N1C=NC2=C1C=CC=C2C2=C(C=C1C(=NC=NC1=C2)N2CCN(CC2)C(C=C)=O)Cl